CS(=O)(=O)C1=CC(=C(C=C1)NCC#CC=1N(C2=CC=CC(=C2C1)NC1CCC(CC1)O)CC(F)(F)F)OC (1r,4r)-4-[(2-{3-[(4-methanesulfonyl-2-methoxyphenyl)amino]prop-1-yn-1-yl}-1-(2,2,2-trifluoro-ethyl)-1H-indol-4-yl)amino]cyclohexan-1-ol